N6-butyl-3-cyclopropyl-N8-(pyridin-2-ylmethyl)-[1,2,4]triazolo[4,3-b]pyridazine-6,8-diamine C(CCC)NC=1C=C(C=2N(N1)C(=NN2)C2CC2)NCC2=NC=CC=C2